tetrahydropyrrolo[3,4-g]indazole N1NCC2C=CC=3C(=C12)C=NC3